C(C)(C)NC1=NC=CC2=C1N=C(N=C2)SC N-isopropyl-2-(methylthio)pyrido[3,4-d]Pyrimidine-8-amine